FC=1C=CC(=C(C1)C1=CC(=C(S1)C(=O)N[C@@H]1CNCCC1)NC(=O)N)OC (S)-5-(5-fluoro-2-methoxyphenyl)-N-(piperidin-3-yl)-3-ureidothiophene-2-carboxamide